2-(6-chloro-3-(trifluoromethoxy)pyridin-2-yl)-5-methyl-1H-pyrrole-3-carboxylic acid methyl ester COC(=O)C1=C(NC(=C1)C)C1=NC(=CC=C1OC(F)(F)F)Cl